CC=1C=C(C=NC1)N1C(NC2(CC2)C1=O)=O 6-(5-methylpyridin-3-yl)-4,6-diazaspiro[2.4]heptane-5,7-dione